2-hydroxymethyl-2-(pyridin-4-yl)-1,3-propanediol OCC(CO)(CO)C1=CC=NC=C1